C1(CC1)C1=CC=C(C=C1)N1C(N(CC1)C=1C=C2CN(C(C2=CC1)=O)C1C(NC(CC1)=O)=O)=O 3-(5-(3-(4-cyclopropylphenyl)-2-oxoimidazolidin-1-yl)-1-oxoisoindolin-2-yl)piperidine-2,6-dione